2,4-dimethoxy-4'-hydroxybenzophenone COC1=C(C(=O)C2=CC=C(C=C2)O)C=CC(=C1)OC